O.O.C(C)(=O)[O-].N12CCC[N+]C2CCC1 1,5-diazabicyclo[4.3.0]Nonan-5-ylium acetate dihydrate